CC1=CC=CC(=N1)C1=C(N=CN1)C=1C=C2C=C(C=NC2=CC1)C(=O)OC[C@H]1NCCCC1 (S)-piperidin-2-ylmethyl 6-(5-(6-methylpyridin-2-yl)-1H-imidazol-4-yl)quinoline-3-carboxylate